SCC[Si](OCC)(OCC)OCC mercaptoethyl-triethoxysilane